CC1(C(N(C(N1CCC1CCOCC1)=O)CC1=NC(=NO1)C1=CC(=C(C=C1)OC1=C(C=CC=C1)S(=O)(=O)C1COCC1)C(F)(F)F)=O)C 5,5-dimethyl-1-(2-(tetrahydro-2H-pyran-4-yl)ethyl)-3-((3-(4-(2-((tetrahydrofuran-3-yl)sulfonyl)phenoxy)-3-(trifluoromethyl)phenyl)-1,2,4-oxadiazol-5-yl)methyl)imidazolidine-2,4-dione